FC1=C(C(=C(C=C1)[C@H]1[C@@H](O[C@]([C@H]1C)(C(F)(F)F)C)C(=O)NC1=CC(=NC=C1)C(=O)OC)OC)CO |r| methyl rac-4-((2R,3S,4S,5R)-3-(4-fluoro-3-(hydroxymethyl)-2-methoxyphenyl)-4,5-dimethyl-5-(trifluoromethyl)tetrahydrofuran-2-carboxamido)picolinate